ClC=1N=C(C2=C(N1)COCC2)Cl 2,4-dichloro-6,8-dihydro-5H-pyrano[3,4-d]pyrimidine